[5-(4-{[2-chloro-6-(trifluoromethyl)phenyl]methoxy}phenyl)-1,3,4-oxadiazol-2-yl]methanol iron copper-iron [Fe].[Cu].[Fe].ClC1=C(C(=CC=C1)C(F)(F)F)COC1=CC=C(C=C1)C1=NN=C(O1)CO